FC(C(=O)O)(F)F.FC(C(=O)O)(F)F.FC(C(=O)O)(F)F.B borane tris(trifluoroacetate)